4-chloro-N-(4-chlorobenzyl)-1,3-dimethyl-1H-pyrazole-5-carboxamide ClC=1C(=NN(C1C(=O)NCC1=CC=C(C=C1)Cl)C)C